Cl.CS(=O)(=O)CCCN 3-methylsulfonylpropane-1-amine hydrochloride